isothiazolylazothiazole S1N=C(C=C1)N=NC=1NSSC1